[3-(cyclopentylsulfamoylamino)-2-fluoro-phenyl]-[5-(2-methoxypyrimidin-5-yl)-1H-pyrrolo[2,3-b]pyridin-3-yl]methanone C1(CCCC1)NS(=O)(=O)NC=1C(=C(C=CC1)C(=O)C1=CNC2=NC=C(C=C21)C=2C=NC(=NC2)OC)F